ClC1=CC(=C2C=CN=CC2=C1)S(=O)(=O)N1CCC2=CC=C(C=C12)Cl 7-chloro-5-(6-chloroindolin-1-yl)sulfonyl-isoquinoline